C(C)(C)(C)OOC(C)(C)C1=CC(=CC(=C1)C(C)(OOC(C)(C)C)C)C(C)(OOC(C)(C)C)C 1,3,5-tris[1-(tert-butylperoxy)-1-methylethyl]benzene